N[C@@H](CCC(=O)[O-])C(=O)OC(CCCCCCC)=O caprylyl glutamate